O=C1NN=C(C2=CC=CC=C12)C1=CC2=C(NC(=N2)NC(OCCOC)=O)C=C1 2-methoxyethyl (5-(4-oxo-3,4-dihydrophthalazin-1-yl)-1H-benzo[d]imidazol-2-yl)carbamate